FC=1C=CC(=NC1)C=1C=C2C(=NC=NC2=C(C1)OC)NCC1=NN(C=C1)C 6-(5-Fluoro-2-pyridinyl)-8-methoxy-N-[(1-methylpyrazol-3-yl)methyl]quinazolin-4-amine